(S)-N-((R or S)-1-(3-amino-4-methoxyphenyl)-2,2,2-trifluoroethyl)-2-methylpropane-2-sulfinamide NC=1C=C(C=CC1OC)[C@H](C(F)(F)F)N[S@@](=O)C(C)(C)C |o1:9|